NC1=NC(N(C=C1F)[C@@H]1O[C@@]([C@H](C1)O)(CO)C#C)=O 4-amino-1-((2R,4S,5R)-5-ethynyl-4-hydroxy-5-(hydroxymethyl)tetrahydro-furan-2-yl)-5-fluoropyrimidin-2(1H)-one